N[C@](COC1=C(C=C(C=C1)C1=CC(=NC=C1)NC(C)=O)C#N)(CC(C)C)C (S)-N-(4-(4-((2-amino-2,4-dimethylpentyl)oxy)-3-cyanophenyl)pyridin-2-yl)acetamide